ClC=1C=CC=C2C=CC=C(C12)N1CC=2N=C(N=C(C2CC1)N1C[C@@H](NCC1)CC#N)OC[C@H]1N(C(CC1)=O)C 2-[(2S)-4-[7-(8-Chloro-1-naphthyl)-2-[[(2S)-1-methyl-5-oxo-pyrrolidin-2-yl]methoxy]-6,8-dihydro-5H-pyrido[3,4-d]pyrimidin-4-yl]piperazin-2-yl]acetonitrile